4-((2S,5R)-4-Acryloyl-2,5-dimethylpiperazin-1-yl)-7-(2-amino-5-chloro-3,6-difluorophenyl)-6-chloro-1-(2-isopropyl-4-(methylthio)pyridin-3-yl)pyrido[2,3-d]pyrimidin-2(1H)-one C(C=C)(=O)N1C[C@@H](N(C[C@H]1C)C=1C2=C(N(C(N1)=O)C=1C(=NC=CC1SC)C(C)C)N=C(C(=C2)Cl)C2=C(C(=CC(=C2F)Cl)F)N)C